1,6-dipiperidinylhexane N1(CCCCC1)CCCCCCN1CCCCC1